ClC1=C(C=CC=C1)[C@]1(C(CCCC1)=O)NC |r| (R)-(+-)-2-(2-chlorophenyl)-2-(methylamino)cyclohexane-1-one